((3-(5-(methoxymethyl)isoxazol-3-yl)-[1,2,4]triazolo[3,4-a]phthalazin-6-yl)oxy)methylnicotinic acid methyl ester COC(C1=C(N=CC=C1)COC1=NN2C(C3=CC=CC=C13)=NN=C2C2=NOC(=C2)COC)=O